[Ca].C(CCC)C1=C(C=CC=C1)B(C1=CC=CC=C1)C1=CC=CC=C1 butyltriphenylboron, calcium salt